(2-isocyanatophenyl)-N-methylnaphthalen-2-amine N(=C=O)C1=C(C=CC=C1)C1=C(C=CC2=CC=CC=C12)NC